C(=O)[C@@H]1N(CCO[C@H]1C)C(=O)OC(C)(C)C tert-butyl (2S,3R)-3-formyl-2-methylmorpholine-4-carboxylate